CN1CCC(CC1)C=1N=C2C(=NC1)NC=C2C2CCNCC2 2-(1-methyl-4-piperidyl)-7-(4-piperidyl)-5H-pyrrolo[2,3-b]pyrazine